O1C=NC2=C1C=C(C=C2)CN(C(=O)[C@H]2N(CCC2)S(=O)(=O)C2=CC=C(C)C=C2)C2CCC(CC2)(C)C (S)-1-(Toluene-4-sulfonyl)-pyrrolidine-2-carboxylic acid benzooxazol-6-ylmethyl-(4,4-dimethyl-cyclohexyl)-amide